FC(C1(CNCC1)NC(=O)C=1N(N=C2C=CC(=CC12)OCC1=NC=CC=C1)C)(F)F N-[3-(trifluoromethyl)pyrrolidin-3-yl]-2-methyl-5-[(pyridin-2-yl)methoxy]-2H-indazole-3-carboxamide